(R)-5-(1-aminoethyl)-2,7-dimethyl-3-(2-(1-methyl-6-oxo-1,6-dihydropyridazin-4-yl)pyrimidin-5-yl)isoquinolin-1(2H)-one hydrochloride Cl.N[C@H](C)C1=C2C=C(N(C(C2=CC(=C1)C)=O)C)C=1C=NC(=NC1)C=1C=NN(C(C1)=O)C